1-(4-(6-chloro-7-cyclopropylquinazolin-4-yl)piperazin-1-yl)prop-2-en-1-one ClC=1C=C2C(=NC=NC2=CC1C1CC1)N1CCN(CC1)C(C=C)=O